C1(CC1)OC1=CC(=C(C(=O)N)C=C1)C=O 4-CYCLOPROPOXY-2-FORMYLBENZAMIDE